C(C(=C)C)(=O)OC(COC=1C=CC=2C(C3=CC=CC=C3OC2C1)=C(C#N)C#N)C 1-((9-(dicyanomethylene)-9H-xanthen-3-yl)oxy)propan-2-yl methacrylate